3-[(2s,4r,5r)-5-[[bis(4-methoxyphenyl)-phenyl-methoxy]methyl]-4-hydroxy-tetrahydrofuran-2-yl]-6-methyl-1H-pyrimidine-2,4-dione COC1=CC=C(C=C1)C(OC[C@@H]1[C@@H](C[C@H](O1)N1C(NC(=CC1=O)C)=O)O)(C1=CC=CC=C1)C1=CC=C(C=C1)OC